zinc (p-toluenesulfonyl)carboxylate dilinoleylmethyl-4-dimethylaminobutyrate C(CCCCCCC\C=C/C\C=C/CCCCC)C(C(C(=O)[O-])(C)CCCCCCCC\C=C/C\C=C/CCCCC)CN(C)C.CC1=CC=C(C=C1)S(=O)(=O)C(=O)[O-].[Zn+2]